ClC1=C(C=NNC1=O)NC(C1COCCC1)([2H])[2H] 5-chloro-4-[[dideuterio(tetrahydropyran-3-yl)methyl]amino]-1H-pyridazin-6-one